1,2,4,5-tetrakis(4,4,5,5-tetramethyl-1,3,2-dioxaborolan-2-yl)benzene CC1(OB(OC1(C)C)C1=C(C=C(C(=C1)B1OC(C(O1)(C)C)(C)C)B1OC(C(O1)(C)C)(C)C)B1OC(C(O1)(C)C)(C)C)C